C(C)(=O)N1CC[C@@H]2N(C([C@H](C1)NC(=O)C1=CC3=C(S1)C=CC(=C3)C(F)(F)P(=O)(OCC)OCC)=O)[C@@H](CC2)C(=O)O (5S,8S,10aR)-3-acetyl-5-(5-((diethoxyphosphoryl)difluoromethyl)benzo[b]thiophene-2-carboxamido)-6-oxodecahydropyrrolo[1,2-a][1,5]diazocine-8-carboxylic Acid